6-((3,5-BIS(TRIFLUOROMETHYL)PHENYL)AMINO)-2-(3-FLUOROPHENYL)OXAZOLO[4,5-B]PYRAZIN-5-OL FC(C=1C=C(C=C(C1)C(F)(F)F)NC=1N=C2C(=NC1O)N=C(O2)C2=CC(=CC=C2)F)(F)F